CN1N=CC(=C1)NC1=NC=CC(=N1)C1=CC2CCC(C1)N2C(=O)C21CC(C2)(C1)C(F)(F)F (3-(2-((1-Methyl-1H-pyrazol-4-yl)amino)pyrimidin-4-yl)-8-azabicyclo[3.2.1]oct-2-en-8-yl)(3-(trifluoromethyl)bicyclo[1.1.1]pent-1-yl)methanone